ClC1=CC(=NC(=C1I)C)N(CC1=CC=C(C=C1)OC)CC1=CC=C(C=C1)OC 4-chloro-5-iodo-N,N-bis[(4-methoxyphenyl)methyl]-6-methylpyridin-2-amine